zinc-cobalt chloride [Co](Cl)Cl.[Zn]